tert-butyl trans-3-fluoro-4-hydroxypyrrolidine-1-carboxylate F[C@@H]1CN(C[C@H]1O)C(=O)OC(C)(C)C